N-[2-amino-5-(4-fluorophenyl)phenyl]-4-[(6-cyano-3-pyridyl)sulfonyl]benzamide NC1=C(C=C(C=C1)C1=CC=C(C=C1)F)NC(C1=CC=C(C=C1)S(=O)(=O)C=1C=NC(=CC1)C#N)=O